C(C)(C)(C)[S@@](=O)N[C@H]1C=2C(=NC(=CC2)C)CC12CCN(CC2)C(=O)O (R)-5-(((R)-tert-butylsulfinyl)amino)-2-methyl-5,7-dihydrospiro[cyclopenta[b]pyridine-6,4'-piperidine]-1'-carboxylic acid